tert-Butyl [4-(4,4,5,5-tetramethyl-1,3,2-dioxaborolan-2-yl)pyridin-2-yl]carbamate CC1(OB(OC1(C)C)C1=CC(=NC=C1)NC(OC(C)(C)C)=O)C